6-{[4-(4-methoxyphenyl)-2,2,6,6-tetramethyl-1,2,5,6-tetrahydropyridin-3-yl]methoxy}isoindolin-1-one COC1=CC=C(C=C1)C1=C(C(NC(C1)(C)C)(C)C)COC1=CC=C2CNC(C2=C1)=O